[C@@H]1([C@H](O)[C@H](O)[C@@H](C(O)=O)O1)N1C(=O)N=C(N)C=C1 cytidine-one